Tert-butyl 3-oxo-propionate O=CCC(=O)OC(C)(C)C